potassium ferric trioxalate C(C(=O)[O-])(=O)[O-].C(C(=O)O)(=O)O.C(C(=O)[O-])(=O)[O-].[Fe+3].[K+]